BrC=1C=CC2=C(N(C(=N2)C)C=2C=C(C=CC2)NS(=O)(=O)C)C1 N-(3-(6-bromo-2-methyl-1H-benzo[d]imidazol-1-yl)phenyl)methanesulfonamide